N-[(1S)-1-[2-chloro-4-(trifluoromethyl)phenyl]ethyl]-N-methyl-carbamoyl chloride ClC1=C(C=CC(=C1)C(F)(F)F)[C@H](C)N(C(=O)Cl)C